(S)-5,6-dichloro-N-(3-(1-((4-fluorophenyl)amino)-1-oxopropan-2-yl)bicyclo[1.1.1]pentan-1-yl)picolinamide ClC=1C=CC(=NC1Cl)C(=O)NC12CC(C1)(C2)[C@@H](C(=O)NC2=CC=C(C=C2)F)C